CN(C(=O)CC)C N,N-dimethylethylformamide